7-chloro-N-{3-fluorobicyclo[1.1.1]pentan-1-yl}-1-(2-hydroxyethyl)pyrrolo[2,3-c]pyridine-2-carboxamide ClC=1N=CC=C2C1N(C(=C2)C(=O)NC21CC(C2)(C1)F)CCO